4-[(5-bromo-1,3-thiazol-4-yl)methyl]-1-ethyl-1H-1,2,3-triazole BrC1=C(N=CS1)CC=1N=NN(C1)CC